S=C=S thiothioketone